BrC=1C=C2C=NN(C2=CC1I)C(C)=O 1-(5-bromo-6-iodo-1H-indazol-1-yl)ethan-1-one